BrC1=CC=C2C=NN(C2=C1OC)CCN(C)C 2-(6-Bromo-7-methoxy-1H-indazol-1-yl)-N,N-dimethylethan-1-amine